methyl 1-({[1-(4-acetyl-3,5-diethoxyphenyl)-2-{[tert-butyl(dimethyl) silyl]oxy}ethyl](4-phenylbutyl) carbamoyl}amino)-3,3-difluorocyclobutane-1-carboxylate C(C)(=O)C1=C(C=C(C=C1OCC)C(CO[Si](C)(C)C(C)(C)C)N(C(=O)NC1(CC(C1)(F)F)C(=O)OC)CCCCC1=CC=CC=C1)OCC